5-chloro-3-(3-chloro-4-fluorophenyl)-indole ClC=1C=C2C(=CNC2=CC1)C1=CC(=C(C=C1)F)Cl